BrC=1C=CC=2N=C(C=3N(CC2N1)C=C(C3)C3=CC=C(C#N)C=C3)NCC(OC)OC 4-(2-bromo-6-((2,2-dimethoxyethyl)amino)-11H-pyrido[3,2-e]pyrrolo[1,2-a][1,4]diazepin-8-yl)benzonitrile